2-formyl-piperazine-1-carboxylate C(=O)C1N(CCNC1)C(=O)[O-]